3,4,5-trimethoxy cinnamate COC1=CC(=CC(=C1OC)OC)/C=C/C(=O)O